BrC1=CC(=C(N(C1=O)NC1=CC(=CC=C1)[N+](=O)[O-])C(=O)N)C 5-bromo-3-methyl-1-((3-nitrophenyl)amino)-6-oxo-1,6-dihydropyridine-2-carboxamide